ClC=1C(=C(C=CC1OCC(C)O)C=1C(CC(NN1)=O)C)F 6-[3-chloro-2-fluoro-4-(2-hydroxypropoxy)phenyl]-5-methyl-4,5-dihydro-2H-pyridazin-3-one